thieno[3,4-b]pyridine N=1C=2C(C=CC1)=CSC2